O1C(=CC=C1)C1=NNC(=N1)S 3-(furan-2-yl)-1H-1,2,4-triazole-5-thiol